CN1N=C(C=C1C)NC1=NC=C(C(=N1)C1=CNC2=C(C=CC=C12)NC(CN1C[C@H](CC1)OC1=NC(=NC=C1F)N(C)C)=O)C (S)-N-(3-(2-((1,5-dimethyl-1H-pyrazol-3-yl)amino)-5-methylpyrimidin-4-yl)-1H-indol-7-yl)-2-(3-((2-(dimethylamino)-5-fluoropyrimidin-4-yl)oxy)pyrrolidin-1-yl)acetamide